Cl.Cl.ClC=1C(=NC2=CC=C(C=C2C1)C=1N=NN(C1)CCN(C)C)N1CCNCC1 2-[4-(3-chloro-2-piperazin-1-yl-6-quinolyl)triazol-1-yl]-N,N-dimethyl-ethanamine dihydrochloride